5-Oxo-N-(4-((4-(3-(trifluoromethyl)azetidin-1-yl)phenyl)amino)benzyl)pyrrolidine-3-carboxamide O=C1CC(CN1)C(=O)NCC1=CC=C(C=C1)NC1=CC=C(C=C1)N1CC(C1)C(F)(F)F